C(C)(C)(C)OC(CBr)=O t-butyl-2-bromoacetate